NC1=CC=C(C=C1)N(CCCNC(OC(C)(C)C)=O)[C@@H]1C[C@@H](N(C2=CC=CC=C12)C(CC)=O)C tert-butyl (3-((4-aminophenyl)((2S,4R)-2-methyl-1-propionyl-1,2,3,4-tetrahydroquinolin-4-yl)amino)propyl)carbamate